3-[3'-(difluoromethoxy)-2-(trifluoromethyl)[1,1'-biphenyl]-4-yl]prop-2-ynoic acid FC(OC=1C=C(C=CC1)C1=C(C=C(C=C1)C#CC(=O)O)C(F)(F)F)F